C(C1=CC=CC=C1)(=O)O.C(C1=CC=CC=C1)(=O)O benzoic acid, benzoate salt